[Br-].BrCCC1=[NH+]C=CC=C1 2-(2-bromoethyl)pyridin-1-ium bromide